N-(4-(2-isopropoxypropan-2-yl)thiazol-2-yl)-1-((5-oxopyrrolidin-3-yl)methyl)-1H-pyrrole-2-carboxamide C(C)(C)OC(C)(C)C=1N=C(SC1)NC(=O)C=1N(C=CC1)CC1CNC(C1)=O